C(=O)C1N(CCN(C1)C(=O)OC(C)(C)C)C(=O)OC(C)(C)C ditert-butyl 2-formylpiperazine-1,4-dicarboxylate